(S)-4-(1-(difluoromethyl)-5-fluoro-2,3-dihydro-1H-benzo[d]pyrrolo[1,2-a]imidazol-7-yl)-5-fluoro-N-(5-(piperazin-1-ylmethyl)pyridin-2-yl)pyrimidin-2-amine FC([C@@H]1CCC=2N1C1=C(N2)C(=CC(=C1)C1=NC(=NC=C1F)NC1=NC=C(C=C1)CN1CCNCC1)F)F